2-((R)-3-((6-(2-hydroxy-4-(trifluoromethyl)phenyl)-5-methylpyridazin-3-yl)amino)piperidin-1-yl)-1-((R)-3-hydroxypyrrolidin-1-yl)ethan-1-one OC1=C(C=CC(=C1)C(F)(F)F)C1=C(C=C(N=N1)N[C@H]1CN(CCC1)CC(=O)N1C[C@@H](CC1)O)C